7-((3-Bromopyrazolo[1,5-a]pyrimidin-6-yl)methyl)-2-oxa-7-azaspiro[3.5]nonane BrC=1C=NN2C1N=CC(=C2)CN2CCC1(COC1)CC2